C(=O)(O)C=1C=C(CN(C(OCC2=CC=C(C=C2)OC(C2=CC=C(C=C2)NC(=N)N)=O)=O)CCOCCOCCOCCOCCC)C=CC1 4-(3-carboxybenzyl)-1-(4-((4-guanidinobenzoyl)oxy)phenyl)-3-oxo-2,7,10,13,16-pentaoxa-4-azanonadecane